NCCOCCNC(C1=C(C=C(C=C1)NC=1C=2N(C=CN1)C(=CN2)C=2C(=NN(C2)CCF)C(F)(F)F)Cl)=O N-[2-(2-aminoethoxy)ethyl]-2-chloro-4-[[3-[1-(2-fluoroethyl)-3-(trifluoromethyl)pyrazol-4-yl]imidazo[1,2-a]pyrazin-8-yl]amino]benzamide